N1=C(C=CC(=C1)N1C(CC(CC1)C1=CC(=C(C=C1)F)F)=O)C1=CC=NC=C1 1-([2,4'-bipyridin]-5-yl)-4-(3,4-difluorophenyl)piperidin-2-one